FC(C=1C=NC(=NC1)N1CC=2N(CC1)N=C(N2)COC[C@H](C)N)(F)F (S)-1-((7-(5-(trifluoromethyl)pyrimidin-2-yl)-5,6,7,8-tetrahydro-[1,2,4]triazolo[1,5-a]pyrazin-2-yl)methoxy)propan-2-amine